5-fluoro-4-(4-fluoro-2-methoxyphenyl)-N-{4-[(S-methylsulfonyl)methyl]pyridin-2-yl}pyridin-2-amine FC=1C(=CC(=NC1)NC1=NC=CC(=C1)CS(=O)(=O)C)C1=C(C=C(C=C1)F)OC